1-(2-fluorophenyl)-4-(methylsulfonylamino)-6-oxo-pyridazine-3-carboxamide FC1=C(C=CC=C1)N1N=C(C(=CC1=O)NS(=O)(=O)C)C(=O)N